CC1(C2=C(CN(CC1)C1=CC(=C(C(=C1)C)NC(CC(C)(C)C)=O)C)C=CS2)C N-(4-(8,8-dimethyl-4,6,7,8-tetrahydro-5H-thieno[3,2-c]azepin-5-yl)-2,6-dimethylphenyl)-3,3-dimethylbutyramide